O1CC=NC(=C1)N [1,4]Oxazin-5-amine